O1C(=CC=C1)C1OCCC(=C1)C 2-(furan-2-yl)-4-methyl-5,6-dihydro-2H-pyran